FC=1C=C(CN2CC3=CN(C=4N=CC=CC4C3=CC2)CC2=CC=C(C=C2)Br)C=CC1 3-(3-fluorobenzyl)-6-(4-bromobenzyl)-2,3,4,6-tetrahydropyrido[3,4-c][1,8]naphthyridine